(R)-2-bromo-N-(1-(hydroxyamino)-4-methyl-1-oxopentan-2-yl)benzamide BrC1=C(C(=O)N[C@@H](C(=O)NO)CC(C)C)C=CC=C1